ClC1=NC(=CC=C1C(=O)N)N1CCC2(C(N3[C@H](O2)CC[C@H]3C3=CC=CC=C3)=O)CC1 2-chloro-6-[(5'S,7a'R)-3'-oxo-5'-phenyltetrahydro-1H,3'H-spiro[piperidine-4,2'-pyrrolo[2,1-b][1,3]oxazol]-1-yl]pyridine-3-carboxamide